2-(5-((benzyloxy)methyl)-4-((2-nitrophenyl)sulfonyl)piperazin-2-yl)acetic acid methyl ester COC(CC1NCC(N(C1)S(=O)(=O)C1=C(C=CC=C1)[N+](=O)[O-])COCC1=CC=CC=C1)=O